methyl 4-hydroxybicyclo(2.2.2)octane-1-carboxylate OC12CCC(CC1)(CC2)C(=O)OC